NC1=C(C#N)C=C(C=C1)C1=NC(=NO1)C=1C=C2CCC(NC2=CC1)=O 2-amino-5-[3-(2-oxo-1,2,3,4-tetrahydro-quinolin-6-yl)-1,2,4-oxadiazol-5-yl]benzonitrile